triglycerol dioleate C(CCCCCCC\C=C/CCCCCCCC)(=O)O.C(CCCCCCC\C=C/CCCCCCCC)(=O)O.OCC(O)CO.OCC(O)CO.OCC(O)CO